C(CC)(=O)NC=1C(=C(C(=O)N)C=CC1)C 3-propionamido-2-methylbenzamide